ClC1=CC(=C(C=C1)NC(OC1C(C1)(F)F)=O)C(N[C@H](C(C(=O)NC)=O)C[C@H]1C(NCC1)=O)=O (2,2-difluorocyclopropyl) N-[4-chloro-2-[[(1S)-3-(methylamino)-2,3-dioxo-1-[[(3S)-2-oxopyrrolidin-3-yl]methyl]propyl]carbamoyl] phenyl]carbamate